(phenylsulfonyl)-[1,1':2',1''-terphenyl]-4-carbonitrile C1(=CC=CC=C1)S(=O)(=O)C1=C(C=CC(=C1)C#N)C=1C(=CC=CC1)C1=CC=CC=C1